5-((3-(2,2-Difluoroethoxy)pyrazin-2-yl)oxy)-3-fluoro-N-(3-methyl-1,1-dioxidothietan-3-yl)pyrazolo[1,5-a]pyridine-2-carboxamide FC(COC=1C(=NC=CN1)OC1=CC=2N(C=C1)N=C(C2F)C(=O)NC2(CS(C2)(=O)=O)C)F